3-[difluoro(methoxy)methyl]-6-[6-(2,2-difluoro-1-methyl-propoxy)-3-pyridinyl]-[1,2,4]Triazolo[4,3-a]Pyrazine FC(C1=NN=C2N1C=C(N=C2)C=2C=NC(=CC2)OC(C(C)(F)F)C)(OC)F